6-methoxy-2,2,4-trimethyl-3,4-dihydro-1H-1,5-naphthyridine COC=1N=C2C(CC(NC2=CC1)(C)C)C